C(N)(=O)C1=CC(=NC=C1)N1C=C(C2=C1N=CN=C2N2C[C@H](N(C[C@@H]2C)C(=O)OC(C)(C)C)C)I tert-butyl (2R,5S)-4-(7-(4-carbamoylpyridin-2-yl)-5-iodo-7H-pyrrolo[2,3-d]pyrimidin-4-yl)-2,5-dimethylpiperazine-1-carboxylate